3-(4-iodo-1H-pyrazolo[3,4-b]pyridin-3-yl)azetidine-1-carboxylic acid tert-butyl ester C(C)(C)(C)OC(=O)N1CC(C1)C1=NNC2=NC=CC(=C21)I